F[P-](F)(F)(F)(F)F.N1N=NC2=C1N=CC=C2OC(=[N+](C)C)N(C)C O-(7-Azabenzotriazolyl)-tetramethyluronium hexafluorophosphate